BrC1=CC=2N(C(C(=C(N2)C(F)(F)F)I)=O)C=C1 8-bromo-3-iodo-2-(trifluoromethyl)pyrido[1,2-a]pyrimidin-4-one